CC(C#CC(=O)O)CCCCC.C(#CCCCCCC)C(=O)OC methyl octynecarboxylate (methyl octynecarboxylate)